5-chloro-1'-[2-({2-[(1S)-1,2-dihydroxyethyl]pyrimidin-5-yl}oxy)ethyl]-1,2-dihydrospiro[indole-3,4'-piperidin]-2-one ClC=1C=C2C(=CC1)NC(C21CCN(CC1)CCOC=1C=NC(=NC1)[C@@H](CO)O)=O